FC=1C(=C(C=CC1F)[C@@H]1CO[C@@H]([C@H]1C)C(C)C)OC (2S,3R,4S,5R)-3-(3,4-difluoro-2-methoxy-phenyl)-5-isopropyl-4-methyl-tetrahydrofuran